N-(2-hydroxy-4-nitrophenyl)acetamide OC1=C(C=CC(=C1)[N+](=O)[O-])NC(C)=O